C1CNCC12CCC2 3-azaspiro[4.3]octane